ClC1=NC=C(C=C1)CN1/C(/NCC1)=C(\C=C\C1=CC=C(C=C1)C)/[N+](=O)[O-] 2-chloro-5-(((E)-2-((E)-1-nitro-3-(p-methylphenyl)allylidene)imidazolidin-1-yl)methyl)pyridine